benzyl (5S)-5-(methoxymethyl)-2-[[(triethylsilyl)oxy]methyl]-3-[2,2,2-trifluoro-N-[(4-methoxyphenyl)methyl]acetamido]pyrrolidine-1-carboxylate COC[C@@H]1CC(C(N1C(=O)OCC1=CC=CC=C1)CO[Si](CC)(CC)CC)N(C(C(F)(F)F)=O)CC1=CC=C(C=C1)OC